C1(=CC(=CC=C1)C1=NC(=NC=C1Cl)NC1CCN(CC1)C(CCN1CCC(CC1)N1CCC(CC1)C1=CC=C(C=C1)NC1C(NC(CC1)=O)=O)=O)C1=CC=CC=C1 3-((4-(1'-(3-(4-((4-([1,1'-biphenyl]-3-yl)-5-chloropyrimidin-2-yl)amino)piperidin-1-yl)-3-oxopropyl)-[1,4'-bipiperidin]-4-yl)phenyl)amino)piperidine-2,6-dione